OC(CCCC1=CCCCC1)(C)C 4-(4-hydroxy-4-methylpentyl)-3-cyclohexene